(2R,3S,4S,5R)-N-(2-Bromopyridin-4-yl)-3-(3,4-difluoro-2-methoxyphenyl)-4,5-dimethyl-5-(trifluoromethyl)tetrahydrofuran-2-carboxamide BrC1=NC=CC(=C1)NC(=O)[C@@H]1O[C@]([C@H]([C@H]1C1=C(C(=C(C=C1)F)F)OC)C)(C(F)(F)F)C